6-methoxy-3-[(3-methoxyphenyl)carbonyl]quinolin-4(1H)-one COC=1C=C2C(C(=CNC2=CC1)C(=O)C1=CC(=CC=C1)OC)=O